5-[5-tert-butoxycarbonyl-6-(3,4-dichlorophenyl)-1-ethyl-2-methyl-4-oxo-3-pyridyl]-2-chloro-4-fluoro-benzoic acid C(C)(C)(C)OC(=O)C=1C(C(=C(N(C1C1=CC(=C(C=C1)Cl)Cl)CC)C)C=1C(=CC(=C(C(=O)O)C1)Cl)F)=O